(S)-(+)-2-methyl-1-[(4-methyl-5-isoquinolyl)sulfonyl]homopiperazine C[C@@H]1N(CCCNC1)S(=O)(=O)C1=C2C(=CN=CC2=CC=C1)C